6-Chloro-(1-(3-(4-benzoylpiperazine-1-carbonyl)-4-fluorobenzyl)quinazoline) ClC=1C=C2C=NCN(C2=CC1)CC1=CC(=C(C=C1)F)C(=O)N1CCN(CC1)C(C1=CC=CC=C1)=O